C(C)C=1C=2N(C=C(C1C)C=1NC3=CC=C(C=C3C1C(C)C)C1CCN(CC1)CC(C)(O)C)C=CN2 1-(4-(2-(8-ethyl-7-methylimidazo[1,2-a]pyridin-6-yl)-3-isopropyl-1H-indol-5-yl)piperidin-1-yl)-2-methylpropan-2-ol